Cl.C(C1=CC=CC=C1)OC=1C=C2C=CC(=C(C2=CC1)OC1=CC=C(OCCNC)C=C1)C1=CC=C(C=C1)S(=O)(=O)C 2-(4-((6-(benzyloxy)-2-(4-(methylsulfonyl)phenyl)naphthalen-1-yl)Oxy)phenoxy)-N-methylethylamine hydrochloride